4,5-dibromo-2-(2-(4-(cyclopropanecarboxamido)benzoyl)hydrazine-1-carbonyl)cyclohexane-1-carboxylic acid BrC1CC(C(CC1Br)C(=O)O)C(=O)NNC(C1=CC=C(C=C1)NC(=O)C1CC1)=O